cis-dichloro-1,1'-bis(diphenylphosphino)ferrocene palladium (II) [Pd+2].ClC1=C([C-](C=C1)P(C1=CC=CC=C1)C1=CC=CC=C1)Cl.[C-]1(C=CC=C1)P(C1=CC=CC=C1)C1=CC=CC=C1.[Fe+2]